3-[3-(4-cyclopropylphenylamino)pyrazin-2-yl]-4H-1,2,4-oxadiazol-5-one C1(CC1)C1=CC=C(C=C1)NC=1C(=NC=CN1)C1=NOC(N1)=O